N-methyl-2-({3-[(E)-2-{2-[2-(pyrrolidin-1-yl)ethoxy]pyridin-4-yl}vinyl]-1H-indazol-6-yl}thio)benzamide CNC(C1=C(C=CC=C1)SC1=CC=C2C(=NNC2=C1)\C=C\C1=CC(=NC=C1)OCCN1CCCC1)=O